N-(2-((2S,6R)-2,6-dimethylmorpholino)-5-methylpyridin-4-yl)-6-(1-ethyl-1H-pyrazol-4-yl)picolinamide C[C@@H]1O[C@@H](CN(C1)C1=NC=C(C(=C1)NC(C1=NC(=CC=C1)C=1C=NN(C1)CC)=O)C)C